dichloro[3-(2-pyridinyl)propylene] ruthenium (II) [Ru+2].ClC(C=C)(C1=NC=CC=C1)Cl